N-isopropyl-2,5-dimethylbenzothiazol-6-amine C(C)(C)NC1=CC2=C(N=C(S2)C)C=C1C